6-chloro-N-[(2,4-dimethoxyphenyl)methyl]-4-methylpyridazin-3-amine ClC1=CC(=C(N=N1)NCC1=C(C=C(C=C1)OC)OC)C